O=C1N(C2=CC=CC(=C2C=C1)OC(F)(F)F)CC(=O)N (2-oxo-5-(trifluoromethoxy)quinolin-1(2H)-yl)acetamide